C1(CC1)CN1C(=NN=C1)C=1C=C(C=CC1)NC(=O)C=1C(=CC(=C(C1)N1C=NC=C1C(=O)OC)F)F methyl 1-(5-((3-(4-(cyclopropylmethyl)-4H-1,2,4-triazol-3-yl) phenyl) carbamoyl)-2,4-difluorophenyl)-1H-imidazole-5-carboxylate